CN(C)CC1=CC=C(C=C1)S(=O)(=O)NC(CC1=C(C=C(C=C1C(C)C)C1=C(C=CC=C1)OC)C(C)C)=O N-[4-[(dimethylamino)methyl]phenyl]sulfonyl-2-[4-(2-methoxyphenyl)-2,6-di(propan-2-yl)phenyl]acetamide